diisopropyl-4,4'-methylene-bis(2-methylcyclohexylamine) C(C)(C)C(C1CC(C(CC1)N)C)(C1CC(C(CC1)N)C)C(C)C